5-Chloro-6-(1-(3-chloropyridin-2-yl)-3-methoxy-1H-pyrazol-5-carboxamido)-N-(2,2,2-trifluoroethyl)pyrazolo[1,5-a]pyridin-7-carboxamid ClC1=CC=2N(C(=C1NC(=O)C1=CC(=NN1C1=NC=CC=C1Cl)OC)C(=O)NCC(F)(F)F)N=CC2